4-(cinnamyloxy)-1,1'-biphenyl C(C=CC1=CC=CC=C1)OC1=CC=C(C=C1)C1=CC=CC=C1